methyl 2-(1-(tert-butoxycarbonyl)azetidin-3-yl)-7-ethoxyimidazolo[1,2-a]pyridine-6-carboxylate C(C)(C)(C)OC(=O)N1CC(C1)C=1N=C2N(C=C(C(=C2)OCC)C(=O)OC)C1